NC(CCC(=O)N1CC2(C1)CC(C2)C2=NN(C=1C=CC=C(C21)C2=C(C=C1C=NN(C1=C2)C)F)CC(=O)N(CC(=O)NCC(=O)OC(C)(C)C)C)=O tert-butyl N-(2-(3-(2-(4-amino-4-oxobutanoyl)-2-azaspiro[3.3]heptan-6-yl)-5'-fluoro-1'-methyl-1H,1'H-[4,6'-biindazol]-1-yl)acetyl)-N-methylglycylglycinate